N1(CCCC1)C1=CC=C(N=N1)C=1C=C(C=CC1)NC(CCC=1SC=CN1)=O N-(3-(6-(pyrrolidin-1-yl)pyridazin-3-yl)phenyl)-3-(thiazol-2-yl)propanamide